COC(=O)N1CCC(CC1)O 4-hydroxy-piperidine-1-carboxylic acid methyl ester